COC=1C=C(CN2CC(N(C(C2)=O)C2CC3(C2)CCN(CC3)C(=O)OC(C)(C)C)C3=C(C=CC=C3)C(C)C)C=C(C1)OC Tert-butyl 2-(4-(3,5-dimethoxybenzyl)-2-(2-isopropylphenyl)-6-oxopiperazin-1-yl)-7-azaspiro[3.5]Nonane-7-carboxylate